OC1=C(C(=CC(=C1)C(F)(F)F)C)C1=CC=C2C(=N1)N=C(O2)N2CC=1NC(C=CC1C2)=O 6-[5-[2-hydroxy-6-methyl-4-(trifluoromethyl)phenyl]oxazolo[4,5-b]pyridin-2-yl]-5,7-dihydro-1H-pyrrolo[3,4-b]pyridin-2-one